C(C)(C)(C)OC(=O)N[C@H](C(=O)N1[C@@H](C[C@H](C1)O)C(=O)NCC1=C(OCC(=O)OC)C=C(C=C1)C#C)C(C)(C)C Methyl 2-(2-(((2S,4R)-1-((S)-2-((tert-butoxycarbonyl)amino)-3,3-dimethylbutanoyl)-4-hydroxypyrrolidine-2-carboxamido)methyl)-5-ethynylphenoxy)acetate